(2R,3R)-methyl 3-((tert-butoxycarbonyl)amino)-2-(2-cyano-5-methylbenzyl)butanoate C(C)(C)(C)OC(=O)N[C@@H]([C@H](C(=O)OC)CC1=C(C=CC(=C1)C)C#N)C